NC=1C(NC(N(C1NCCC)C)=O)=O 5-amino-1-methyl-6-(propylamino)pyrimidine-2,4(1H,3H)-dione